4-methoxybenzyl-D-penicillamine COC1=CC=C(CN[C@H](C(C)(C)S)C(=O)O)C=C1